[6-[6-(hydroxymethyl)-3-pyridinyl]-2-methoxy-3-pyridinyl]-5-methyl-3-phenyl-isoxazole-4-carboxamide OCC1=CC=C(C=N1)C1=CC=C(C(=N1)OC)NC(=O)C=1C(=NOC1C)C1=CC=CC=C1